COC=1C=C(C=CC(=O)[O-])C=C(C1OC(C)=O)OC 3,5-dimethoxy-4-acetoxycinnamate